C1(CC1)C1=C(C(=NO1)C1=C(C=CC=C1Cl)Cl)NC1CC2(C1)CCN(CC2)C(=O)OC(C)(C)C tert-butyl 2-((5-cyclopropyl-3-(2,6-dichlorophenyl) isoxazol-4-yl) amino)-7-azaspiro[3.5]nonane-7-carboxylate